1-(2',5'-difluoro-[1,1'-biphenyl]-4-yl)-3-(5-(isopropylsulfonyl)-4-methylthiazol-2-yl)tetrahydropyrimidin-2(1H)-one FC1=C(C=C(C=C1)F)C1=CC=C(C=C1)N1C(N(CCC1)C=1SC(=C(N1)C)S(=O)(=O)C(C)C)=O